butylammonium ammonium [NH4+].C(CCC)[NH3+]